2-hydroxy-6-methyl-benzamide OC1=C(C(=O)N)C(=CC=C1)C